2-(2-((tert-butoxycarbonyl)amino)-5-(trifluoromethyl)thiazol-4-yl)-2-oxoacetic acid C(C)(C)(C)OC(=O)NC=1SC(=C(N1)C(C(=O)O)=O)C(F)(F)F